C(N)(O[C@H](C(N[C@@H](C[C@H]1C(NCC1)=O)C(COC1=C(C(=CC(=C1F)F)F)F)=O)=O)CC(C)C)=O ((S)-4-methyl-1-oxo-1-(((S)-3-oxo-1-((S)-2-oxopyrrolidin-3-yl)-4-(2,3,5,6-tetrafluorophenoxy) butan-2-yl) amino) pentan-2-yl) carbamate